BrC=1C=C(C=C2C(N(C(=NC12)[C@@H]1N(CCC1)C(=O)OC(C)(C)C)C1=CC(=C(C(=C1)F)OC)F)=O)C#N tert-butyl (R)-2-(8-bromo-6-cyano-3-(3,5-difluoro-4-methoxyphenyl)-4-oxo-3,4-dihydroquinazolin-2-yl)pyrrolidine-1-carboxylate